FC(COC1=NC(=NN2C1=C(C=C2)C=2C=NC=1N(C2)C=CN1)NC1CCC2(COC2)CC1)F 4-(2,2-difluoroethoxy)-5-(imidazo[1,2-a]pyrimidin-6-yl)-N-(2-oxaspiro[3.5]nonan-7-yl)pyrrolo[2,1-f][1,2,4]triazin-2-amine